C(C)(C)C=1C=NC=C(C1N)C(C)C 3,5-Diisopropylpyridin-4-amine